COC=1C=C(C=CC1)CC(CC(=O)O)C 4-(3-methoxyphenyl)-3-methylbutanoic acid